N-(2-Hydroxyethyl)-3-((7-(1-methyl-1H-pyrazol-5-yl)-4-oxoquinazolin-3(4H)-yl)methyl)benzamide OCCNC(C1=CC(=CC=C1)CN1C=NC2=CC(=CC=C2C1=O)C1=CC=NN1C)=O